2-[[1-(2-fluoro-5-formyl-benzoyl)azetidin-3-yl]amino]pyridine-4-carbonitrile FC1=C(C(=O)N2CC(C2)NC2=NC=CC(=C2)C#N)C=C(C=C1)C=O